γ-methacryloxypropyltripropoxysilane C(C(=C)C)(=O)OCCC[Si](OCCC)(OCCC)OCCC